C(#C)C1(CCC2C3C(CC4CC(CCC4(C3CCC12C)C)O)O)O 17-ethynyl-10,13-dimethylhexadecahydro-1H-cyclopenta[a]phenanthrene-3,7,17-triol